C(C)(C)(C)[Ge](OC(=O)C1C2C=CC(C1C(=O)O[Ge](C)(C)C(C)(C)C)C2)(C)C 2,3-bis(t-butyldimethylgermyloxycarbonyl)-5-norbornene